1-(4-(3H-imidazo[4,5-b]pyridin-7-yl)phenyl)-3-(2,2,2-trifluoroethyl)urea N1=CNC2=NC=CC(=C21)C2=CC=C(C=C2)NC(=O)NCC(F)(F)F